S(=O)(=O)(O)O.C(C1=CC=CC=C1)C1(CCN(CC1)CCNC(=O)NC1=CC(=NC2=CC=CC=C12)C)O 1-[2-(4-benzyl-4-hydroxy-piperidine-1-yl)-ethyl]-3-(2-methyl-quinolin-4-yl)-urea sulfate